NC1=NC(=NC=C1C#N)C1=NN(C2=NC=C(C=C21)F)CC2=C(C=CC=C2)F 4-amino-2-(5-fluoro-1-(2-fluorobenzyl)-1H-pyrazolo[3,4-b]pyridin-3-yl)pyrimidine-5-carbonitrile